(R)-2-(tert-butylamino)-1-(3-methylpyridin-4-yl)ethan-1-ol t-butyl-(4-(((2R,5S)-3-(4-cyano-3-(trifluoromethyl)phenyl)-2-(trifluoromethyl)oxazolidin-5-yl)methoxy)benzyl)carbamate C(C)(C)(C)N(C(=O)O[C@@H](CNC(C)(C)C)C1=C(C=NC=C1)C)CC1=CC=C(C=C1)OC[C@@H]1CN([C@H](O1)C(F)(F)F)C1=CC(=C(C=C1)C#N)C(F)(F)F